S1C(=NC=C1)C(C)(C)S(=O)(=O)C1=CC=C(C=C1)SC1=NC=CC(=N1)N 2-((4-((2-(thiazol-2-yl)propan-2-yl)sulfonyl)phenyl)thio)pyrimidin-4-amine